4,7-Dichloro-3-hydroxy-3-(2-(4-methoxycyclohexyl)-2-oxoethyl)indolin-2-one ClC1=C2C(C(NC2=C(C=C1)Cl)=O)(CC(=O)C1CCC(CC1)OC)O